C(C)OC(=O)C1(CCC1)OC1=C(C=C(C(=C1)N1C(N(C(=CC1=O)C(F)(F)F)C)=O)F)Br Ethyl-1-{2-bromo-4-fluoro-5-[3-methyl-2,6-dioxo-4-(trifluoromethyl)-3,6-dihydropyrimidin-1(2H)-yl]phenoxy}cyclobutancarboxylat